Cl.NC1C(CCCC1)O 2-aminocyclohexan-1-ol hydrochloride